[Si](C1=CC=CC=C1)(C1=CC=CC=C1)(C(C)(C)C)OCC1CCC(CC1)OCC(=O)OCC 1-Ethyl 2-[4-[[tert-butyl(diphenyl)silyl]oxymethyl]cyclohexoxy]acetate